FC(C)(F)C12CC(C1)(C2)SC2=NC=CC=C2 2-[[3-(1,1-difluoroethyl)-1-bicyclo[1.1.1]pentanyl]sulfanyl]pyridine